FC=1C=CC2=C(C(=NS2(=O)=O)N(\N=C\C2=CC(=C(C=C2)O)OC)C)C1 4-[(E)-[(5-fluoro-1,1-dioxo-1,2-benzothiazol-3-yl)-methyl-hydrazono]methyl]-2-methoxy-phenol